N-(1-(1-(4-(trifluoromethyl)phenyl)-1H-pyrazolo[3,4-b]pyridin-3-yl)pyrrolidin-3-yl)acrylamide FC(C1=CC=C(C=C1)N1N=C(C=2C1=NC=CC2)N2CC(CC2)NC(C=C)=O)(F)F